Cl.N[C@@H]1C(CN(C1)CCCC(=O)N1CCN(CC1)C=1C(=CC2=C(C(C=3NC4=CC(=CC=C4C3C2=O)C#N)(C)C)C1)CC)(C)C 8-(4-{4-[(4R)-4-amino-3,3-dimethylpyrrolidin-1-yl]butanoyl}piperazin-1-yl)-9-ethyl-6,6-dimethyl-11-oxo-5H,6H,11H-benzo[b]carbazole-3-carbonitrile hydrochloride